N1=CC=C(C=C1)C=1N=C(C2=C(N1)C=NC=C2)N2CCC1(CC3COCCN3C1)CC2 1-(2-(pyridin-4-yl)pyrido[3,4-d]pyrimidin-4-yl)tetrahydro-1'H,6'H-spiro[piperidine-4,7'-pyrrolo[2,1-c][1,4]oxazine]